C(#N)C12CC(C1)(C2)C(=O)O 1-cyanobicyclo[1.1.1]pentane-3-carboxylic acid